(1H-Indol-6-yl)(2-methyl-5-(((2-(trifluoromethyl)pyridin-3-yl)oxy)methyl)piperidin-1-yl)methanone N1C=CC2=CC=C(C=C12)C(=O)N1C(CCC(C1)COC=1C(=NC=CC1)C(F)(F)F)C